ethyl (1'S,2'S)-6-[(propan-2-yl)carbamoyl]-2,3-dihydrospiro[[1]benzopyran-4,1'-cyclopropane]-2'-carboxylate CC(C)NC(=O)C=1C=CC2=C(C1)[C@]1([C@H](C1)C(=O)OCC)CCO2